1-methyl-3-[5-tributylstannyl-4-(trifluoromethyl)thiazol-2-yl]cyclopentanol CC1(CC(CC1)C=1SC(=C(N1)C(F)(F)F)[Sn](CCCC)(CCCC)CCCC)O